N-(5-((6-((R)-3-(3,4-difluorophenyl)isoxazolidine-2-yl)pyrimidine-4-yl)amino)-4-methoxy-2-(4-(4-propylpiperazine-1-yl)piperidine-1-yl)phenyl)acrylamide FC=1C=C(C=CC1F)[C@@H]1N(OCC1)C1=CC(=NC=N1)NC=1C(=CC(=C(C1)NC(C=C)=O)N1CCC(CC1)N1CCN(CC1)CCC)OC